(3'S,5S)-2-(2-ethoxyphenyl)-3'-ethyl-1'-[4-methoxy-3-(trifluoromethyl)-2-pyridinyl]-7-[[(2R)-pyrrolidin-2-yl]methyl]spiro[6,8-dihydro-1,7-naphthyridine-5,4'-piperidine] C(C)OC1=C(C=CC=C1)C1=NC=2CN(C[C@@]3([C@@H](CN(CC3)C3=NC=CC(=C3C(F)(F)F)OC)CC)C2C=C1)C[C@@H]1NCCC1